C(\C=C\C)C=1C=CC(=NC1)C (E)-5-(but-2-en-1-yl)-2-methylpyridine